[I-].OC(CN1C=[N+](C=C1)CC1=CC=C(C=C1)C=C)COCC(CCCC)CC 1-(2-Hydroxy-3-(2-ethylhexyloxy)-propan-1-yl)-3-(4-vinylbenzyl)-1H-imidazolium iodide